3-{4-[7-(tert-butoxycarbonyl)-2,7-diazaspiro[3.5]non-2-yl]quinazolin-6-yl}propanoic acid C(C)(C)(C)OC(=O)N1CCC2(CN(C2)C2=NC=NC3=CC=C(C=C23)CCC(=O)O)CC1